C(C)(=O)OC[C@H]1O[C@H]([C@@H]([C@@H]1OC(C)=O)OC(C)=O)N1C2=NC(=NC(=C2N=C1)N1CC2(CC3=CC=C(C=C3C2)F)C1)Cl [(2R,3R,4R,5R)-3,4-diacetoxy-5-[2-chloro-6-(5'-fluorospiro[azetidine-3,2'-indane]-1-yl)purin-9-yl]tetrahydrofuran-2-yl]methyl acetate